hexachlorocyclohexa-2,5-dienone ClC1=C(C(C(=C(C1=O)Cl)Cl)(Cl)Cl)Cl